OCC(CNC(O[C@H]1C[C@H](CC1)C1=CC(=NN1)NC(CC1=CC=C(C=C1)OC)=O)=O)CC (1R,3S)-3-(3-{[(4-methoxyphenyl)acetyl]amino}-1H-pyrazol-5-yl)cyclopentyl [(2ξ)-2-(hydroxymethyl)butyl]carbamate